3-(glycidyloxy)-N,N-diglycidylaniline C(C1CO1)OC=1C=C(N(CC2CO2)CC2CO2)C=CC1